ClC=1C=2C(C3=NC(=CC(=C3OC2C=CC1)C1=CC=C(C=C1)N1CCN(CC1)CC1CCN(CC1)C1=CC(=C2CN(C(C2=C1)=O)C1C(NC(CC1)=O)=O)OC)NC)=O 3-(6-(4-((4-(4-(9-chloro-2-methylamino-10-oxo-10H-chromeno[3,2-b]pyridin-4-yl)phenyl)piperazin-1-yl)methyl)piperidin-1-yl)-4-methoxy-1-oxoisoindolin-2-yl)piperidine-2,6-dione